CC1=CC=C(C=C1)S(=O)(=O)OCC#CCC#C[Si](C)(C)C 6-(Trimethylsilyl)hexa-2,5-diyn-1-yl 4-methylbenzenesulfonate